C(CCCO)O 1,4-butan-diol